Br.CC1=C(C=CC(=C1)C)SC1=C(C=CC=C1)N1CCNCC1 1-[2-(2,4-dimethylphenylsulfanyl)-phenyl]piperazine hydrobromide salt